2-((1-(2-(3-Azabicyclo[3.1.0]hexan-3-yl)-6-methyl-3-(methyl-d3)-4-oxo-3,4-dihydroquinazolin-8-yl)ethyl)amino)benzoic acid C12CN(CC2C1)C1=NC2=C(C=C(C=C2C(N1C([2H])([2H])[2H])=O)C)C(C)NC1=C(C(=O)O)C=CC=C1